[5-(difluoromethyl)-1,3,4-oxadiazol-2-yl]-N-(2,4-dimethoxybenzyl)-5-nitrobenzene-sulfonamide FC(C1=NN=C(O1)C1=C(C=C(C=C1)[N+](=O)[O-])S(=O)(=O)NCC1=C(C=C(C=C1)OC)OC)F